4-(4-chloro-3-fluorophenyl)-2,2-dimethyl-3,4-dihydro-2H-pyrazino[2,3-b][1,4]oxazine-7-carboxylic acid ClC1=C(C=C(C=C1)N1C2=C(OC(C1)(C)C)N=C(C=N2)C(=O)O)F